isopropyl (S)-2-((S)-3-(1H-indol-3-yl)-2-(3-methylbutanamido) propanamido)-6-diazo-5-oxohexanoate N1C=C(C2=CC=CC=C12)C[C@@H](C(=O)N[C@H](C(=O)OC(C)C)CCC(C=[N+]=[N-])=O)NC(CC(C)C)=O